N-(diphenylmethylene)-5-methylbenzofuran-7-amine C1(=CC=CC=C1)C(=NC1=CC(=CC=2C=COC21)C)C2=CC=CC=C2